O[C@H]1[C@@H](CCCC1)NC1N=C2N(CN(C=C2N1C)CC1=CC=C(C=C1)C(F)(F)F)C 8-((1R,2R)-2-hydroxycyclohexylamino)-3,7-dimethyl-1-(4-(trifluoromethyl)benzyl)-1H-purine